6-(3,4-di-methylphenyl)-4-oxo-4,5-dihydropyrazolo[1,5-a]pyrazine-2-carboxylic acid CC=1C=C(C=CC1C)C=1NC(C=2N(C1)N=C(C2)C(=O)O)=O